methyl 4-(5-fluoro-1-{[(trimethylsilyl)methoxy]methyl}pyrazol-4-yl)benzoate FC1=C(C=NN1COC[Si](C)(C)C)C1=CC=C(C(=O)OC)C=C1